S(=O)(=O)(OC[C@H]([C@H]([C@@H]([C@H](C(=O)NCCCN(CCCC)CCCC)O)O)O)O)[O-].[Na+] Sodium (2R,3R,4S,5R)-6-((3-(dibutylamino)propyl)amino)-2,3,4,5-tetrahydroxy-6-oxohexyl sulfate